C1(=CC=CC=C1)S(=O)(=O)[C@@H]1CNC[C@H]1OCC1=CC=C(C=C1)C(F)(F)F trans-3-(phenylsulfonyl)-4-(4-(trifluoromethyl)benzyloxy)-pyrrolidine